ClC1=NC=CC(=C1I)Cl 2,4-dichloro-3-iodopyridine